Pentalene C1=CC=C2C=CC=C12